C(C)(C)(C)OC(=O)NC(COC(C(C)C1=CC=CC=C1)=O)(C)C 2-phenylpropionic acid 2-((tert-butoxycarbonyl) amino)-2-methylpropyl ester